O1C(COC2=C1C=CC=C2)CN2CC(CCC2)(C)COC(C)=O acetic acid 1-(2,3-dihydrobenzo[1,4]dioxin-2-ylmethyl)-3-methylpiperidin-3-ylmethyl ester